8-Chloro-1-[4-(3-chloropyridin-2-yl)piperazin-1-yl]-5-methoxy-5,6-dihydro-4H-[1,2,4]triazolo[4,3-a][1]benzazepin ClC=1C=CC2=C(CC(CC=3N2C(=NN3)N3CCN(CC3)C3=NC=CC=C3Cl)OC)C1